1-(1-(3-Chloro-4-(2-methyl-4-(trifluoromethoxy)phenoxy)pyridin-2-yl)piperidin-4-yl)-3-(pyridin-3-yl)urea ClC=1C(=NC=CC1OC1=C(C=C(C=C1)OC(F)(F)F)C)N1CCC(CC1)NC(=O)NC=1C=NC=CC1